(2-chloro-4-phenoxyphenyl)(4-(((1r,4r)-4-(methylamino)cyclohexyl)amino)-1H-pyrrolo[2,3-b]pyridin-3-yl)methanone ClC1=C(C=CC(=C1)OC1=CC=CC=C1)C(=O)C1=CNC2=NC=CC(=C21)NC2CCC(CC2)NC